N-(2-cyanoethyl)-3-(4-((6-methoxy-2-(2-methoxyimidazo[2,1-b][1,3,4]thiadiazol-6-yl)pyrazolo[1,5-a]pyridin-4-yloxy)methyl)-5-methylthiazol-2-yl)-N-methylpropanamide C(#N)CCN(C(CCC=1SC(=C(N1)COC=1C=2N(C=C(C1)OC)N=C(C2)C=2N=C1SC(=NN1C2)OC)C)=O)C